ClC1=C(C=C(CC(C(=O)N)(C)C)C=C1)C=1NC(C=C(N1)C=1C=NC(=CC1)OCC1=NC(=CC=C1)C)=O (4-chloro-3-{4-[6-(6-methylpyridin-2-ylmethoxy)pyridin-3-yl]-6-oxo-1,6-dihydropyrimidin-2-yl}benzyl)isobutyramide